2-(5-Amino-3-(1-methylcyclopropyl)-1H-pyrazol-1-yl)acetic acid NC1=CC(=NN1CC(=O)O)C1(CC1)C